(1S,3R,4S)-2-(7-chloro-1H-indole-2-carbonyl)-5,5-difluoro-N-((S,Z)-4-fluoro-4-(methylsulfonyl)-1-((R)-2-oxopyrrolidin-3-yl)but-3-en-2-yl)-2-azabicyclo[2.2.2]octane-3-carboxamide ClC=1C=CC=C2C=C(NC12)C(=O)N1[C@@H]2CC([C@H]([C@@H]1C(=O)N[C@@H](C[C@@H]1C(NCC1)=O)\C=C(/S(=O)(=O)C)\F)CC2)(F)F